C(C)(C)(C)OC(=O)N1CC2(C1)CCN(CC2)C(=O)[C@H]2N([C@@H]1C[C@@H]([C@H]2CC1)O)C(=O)OC(C)(C)C tert-butyl (1S,3S,4S,5S)-3-(2-(tert-butoxycarbonyl)-2,7-diazaspiro[3.5]nonane-7-carbonyl)-5-hydroxy-2-azabicyclo[2.2.2]octane-2-carboxylate